(R)-2-amino-N-((S)-1-(((S)-5-amino-1-(3-benzyl-1,2,4-oxadiazol-5-yl)pentyl)amino)-3-(4-hydroxy-2,6-dimethylphenyl)-1-oxopropan-2-yl)-5-guanidinopentanamide 3HCl Cl.Cl.Cl.N[C@@H](C(=O)N[C@H](C(=O)N[C@@H](CCCCN)C1=NC(=NO1)CC1=CC=CC=C1)CC1=C(C=C(C=C1C)O)C)CCCNC(=N)N